2,6-dihydroxy-N-(isoxazol-3-ylmethyl)-N,5'-dimethyl-4-pentyl-2'-(prop-1-en-2-yl)-1',2',3',4'-tetrahydro-[1,1'-biphenyl]-3-carboxamide OC1=C(C(=CC(=C1C(=O)N(C)CC1=NOC=C1)CCCCC)O)C1C(CCC(=C1)C)C(=C)C